rac-(2s,3r,4s)-3-amino-2-[(3-chloro-2-fluorophenyl)methyl]-4-fluoropyrrolidine-1-carboxylic acid benzyl ester C(C1=CC=CC=C1)OC(=O)N1[C@H]([C@H]([C@H](C1)F)N)CC1=C(C(=CC=C1)Cl)F |r|